2-{4-[(5,6-diphenylpyrazin-2-yl)(2-propyl)amino]butoxy}-N-(methylsulfonyl)acetamide C1(=CC=CC=C1)C=1N=CC(=NC1C1=CC=CC=C1)N(CCCCOCC(=O)NS(=O)(=O)C)C(C)C